Cl.C(C)OC(=O)C=1C(=NC(=CC1C=1C=NN(C1)C)C)CN 2-(Aminomethyl)-6-methyl-4-(1-methylpyrazol-4-yl)pyridine-3-carboxylic acid ethyl ester hydrochloride